BrC1=C(C=C2C(=NC(=NC2=C1F)OCC12CCCN2CCC1)N1C[C@H]2CC[C@@H](C1)N2C(=O)OC(C)(C)C)Cl (1R,5S)-tert-butyl 3-(7-bromo-6-chloro-8-fluoro-2-((hexahydro-1H-pyrrolizin-7a-yl)methoxy)quinazolin-4-yl)-3,8-diazabicyclo[3.2.1]octane-8-carboxylate